2-((S)-1-(4-(6-((7-Fluoroquinolin-4-yl)methoxy)pyridin-2-yl)piperidin-1-yl)ethyl)-3-(((S)-oxetan-2-yl)methyl)-3H-imidazo[4,5-b]pyridine-5-carboxylate FC1=CC=C2C(=CC=NC2=C1)COC1=CC=CC(=N1)C1CCN(CC1)[C@@H](C)C1=NC=2C(=NC(=CC2)C(=O)[O-])N1C[C@H]1OCC1